1-(5-((7-fluoro-2,3-dihydrobenzo[b][1,4]dioxin-5-yl)amino)-7-(methylamino)pyrazolo[1,5-a]pyrimidin-3-yl)-3-((1R,2S)-2-fluorocyclopropyl)urea adipic acid salt C(CCCCC(=O)O)(=O)O.FC=1C=C(C2=C(OCCO2)C1)NC1=NC=2N(C(=C1)NC)N=CC2NC(=O)N[C@H]2[C@H](C2)F